OC(C#N)C1CCC(CC1)C1=NN(C=N1)C1=CC=C(C=C1)OC(F)(F)F 2-hydroxy-2-(4-(1-(4-(trifluoromethoxy)phenyl)-1H-1,2,4-triazol-3-yl)cyclohexyl)acetonitrile